2-[[4-[(E)-3-[4-(Pyridin-2-ylmethoxy)phenyl]prop-2-enoyl]phenyl]sulfonylamino]acetic acid N1=C(C=CC=C1)COC1=CC=C(C=C1)/C=C/C(=O)C1=CC=C(C=C1)S(=O)(=O)NCC(=O)O